(R)-1'-(5-Amino-1-(3-methylbenzyl)-1H-pyrazole-4-carbonyl)-6-chloro-5-fluorospiro[benzo[d][1,3]oxazine-4,3'-piperidin]-2(1H)-one NC1=C(C=NN1CC1=CC(=CC=C1)C)C(=O)N1C[C@@]2(CCC1)C1=C(NC(O2)=O)C=CC(=C1F)Cl